O-propynyl-guanosine C(#CC)O[C@H]1[C@@H](O[C@@H]([C@H]1O)CO)N1C=NC=2C(=O)NC(N)=NC12